5-(chloromethyl)-4-methyl-1-propyl-1H-imidazole ClCC1=C(N=CN1CCC)C